8-((phenylthio)methyl)-1,4-dioxaspiro[4.5]decane C1(=CC=CC=C1)SCC1CCC2(OCCO2)CC1